COC([C@H](CC1=CC=CC=C1)NC(=O)C1=CC(=C2C[C@H](OC(C2=C1O)=O)C)Cl)=O (2S)-2-[[(3R)-5-chloro-8-hydroxy-3-methyl-1-Oxo-3,4-dihydroisochromene-7-carbonyl]amino]-3-phenylpropionic acid methyl ester